CN(C1=CC=CC=2N(C(NC21)=O)C2CCNCC2)C 4-dimethylamino-1-(piperidin-4-yl)-2,3-dihydro-1H-1,3-benzodiazol-2-one